4-amino-N,1-dimethyl-N-((1R)-1-(6-(4-(trifluoromethyl)phenyl)-3-pyridazinyl)ethyl)-1H-pyrazolo[4,3-c]quinoline-8-carboxamide NC1=NC=2C=CC(=CC2C2=C1C=NN2C)C(=O)N([C@H](C)C=2N=NC(=CC2)C2=CC=C(C=C2)C(F)(F)F)C